(E)-[[2-bromo-3,6-difluoro-5-(methoxymethoxy)phenyl]methylidene](methoxy)amine BrC1=C(C(=C(C=C1F)OCOC)F)\C=N\OC